C(C)(=O)S(=O)(=O)[O-] acetyl-sulphonate